C1(CCCC2=CC=CC=C12)=NO tetralone-oxime